2-(2,4-Difluorophenoxy)-5-(trifluoromethyl)pyridine-3-carboxylic acid FC1=C(OC2=NC=C(C=C2C(=O)O)C(F)(F)F)C=CC(=C1)F